cyclohexane-1,3-diamine trifluoroacetate FC(C(=O)O)(F)F.C1(CC(CCC1)N)N